FC1(C(C2(C(C(C(C(C1(F)F)(C2(F)F)F)(F)F)(F)F)(F)F)C(F)(F)F)(C(F)(F)F)C(F)(F)F)F perfluorotrimethylbicyclo[3.3.1]nonane